1-(5-(Chloromethyl)-2-fluoropyridin-3-yl)dihydropyrimidine-2,4(1H,3H)-dione ClCC=1C=C(C(=NC1)F)N1C(NC(CC1)=O)=O